C1C=CN2C1C=NC1=C(C2=O)C=CC=C1 benzo[e]pyrrolo[1,2-a][1,4]diazepin-5(11aH)-one